FC=1C=C(C(=NC1)OC)C=1N=C(C=2OCCNC2N1)NCCC1=CNC2=CC=CC=C12 2-(5-fluoro-2-methoxy-3-pyridyl)-N-(2-(1H-indol-3-yl)ethyl)-7,8-dihydro-6H-pyrimido[5,4-b][1,4]oxazin-4-amine